FC(CC1=CC(=C(C#N)C(=C1)C(F)(F)F)N1C[C@@H](N(CC1)CC=1N=NC=CC1)C)(C)C (S)-4-(2-fluoro-2-methylpropyl)-2-(3-methyl-4-(pyridazin-3-ylmethyl)piperazin-1-yl)-6-(trifluoromethyl)benzonitrile